COC1=CC=C2N1C1=CC=CC=C1N=C2C methoxy-4-methylpyrrolo[1,2-a]quinoxaline